7-(1-(5-((2-(2,6-dioxopiperidin-3-yl)-1-oxoisoindoline-4-yl)thio)pentanoyl)piperidine-4-yl)-2-(4-phenoxyphenyl)-4,5,6,7-tetrahydropyrazolo[1,5-a]pyrimidine-3-carboxamide O=C1NC(CCC1N1C(C2=CC=CC(=C2C1)SCCCCC(=O)N1CCC(CC1)C1CCNC=2N1N=C(C2C(=O)N)C2=CC=C(C=C2)OC2=CC=CC=C2)=O)=O